2,N-dicyclohexyl-2-[2-(2-ethyl-5-methyl-2H-pyrazol-3-yl)-6-fluoro-benzimidazol-1-yl]-acetamide C1(CCCCC1)C(C(=O)NC1CCCCC1)N1C(=NC2=C1C=C(C=C2)F)C=2N(N=C(C2)C)CC